FC=1C(=CC(=NC1)OC)C1=CC(=NN1)C(=O)N1C(C[C@@H](CC1)C(=O)NC1CCC(CC1)(C(F)(F)F)O)(C)C (R)-1-(5-(5-fluoro-2-methoxypyridin-4-yl)-1H-pyrazole-3-carbonyl)-N-((1R,4R)-4-hydroxy-4-(trifluoromethyl)cyclohexyl)-2,2-dimethylpiperidine-4-carboxamide